CC1=CC=C(O1)C#C[C@@]1(OC2=CC=CC=C2C(C1)=O)C(=O)OC methyl (R)-2-((5-methylfuran-2-yl)ethynyl)-4-oxochromane-2-carboxylate